N'-[(2S,3R)-4,4-difluoro-2-{[2-fluoro-3-(6-methylpyridin-2-yl)phenyl]methyl}-1-(1-hydroxycyclobutane-1-carbonyl)pyrrolidin-3-yl]-N,N-dimethylsulfuric diamide FC1([C@@H]([C@@H](N(C1)C(=O)C1(CCC1)O)CC1=C(C(=CC=C1)C1=NC(=CC=C1)C)F)NS(N(C)C)(=O)=O)F